methyl-2-nitropyridin-3-amine CC1=C(C(=NC=C1)[N+](=O)[O-])N